tert-Butyl 3-[6-chloro-2-(1,1-dioxido-2,3-dihydro-1,4-benzothiazepin-4(5H)-yl)-quinolin-4-ylamino]-azetidine-1-carboxylate ClC=1C=C2C(=CC(=NC2=CC1)N1CCS(C2=C(C1)C=CC=C2)(=O)=O)NC2CN(C2)C(=O)OC(C)(C)C